OC(C)C1(CCN(CC1)C1=C(C=CC=C1)NS(=O)(=O)C1=CC=C(C=C1)S(=O)(=O)N(C)C)C N1-(2-(4-(1-hydroxyethyl)-4-methylpiperidin-1-yl)phenyl)-N4,N4-dimethylbenzene-1,4-disulfonamide